N1(N=NC2=C1C=CC=C2)[C@@H](O)[C@H]2O[C@H]([C@@H]1OC(O[C@@H]12)(C)C)OC (S)-(1H-benzo[d][1,2,3]triazol-1-yl)((3aR,4S,6R,6aR)-6-methoxy-2,2-dimethyltetrahydrofurano[3,4-d][1,3]dioxol-4-yl)methanol